FC(C1=CN=CC(=N1)C(=C)C(=O)C(=C)C1=NC(=CN=C1)C(F)(F)F)(F)F 1-[6-(trifluoromethyl) pyrazin-2-yl]Vinyl ketone